1,1-difluoro-N-(5-(1-methoxycyclopropane-1-carbonyl)-6-((2,3',5'-trifluoro-[1,1'-biphenyl]-3-yl)methyl)-5-azaspiro[2.4]heptan-7-yl)methanesulfonamide FC(S(=O)(=O)NC1C(N(CC12CC2)C(=O)C2(CC2)OC)CC=2C(=C(C=CC2)C2=CC(=CC(=C2)F)F)F)F